5-(3-((tert-Butyldimethylsilyl)oxy)prop-1-yn-1-yl)furan-2-carboxylic acid methyl ester COC(=O)C=1OC(=CC1)C#CCO[Si](C)(C)C(C)(C)C